N-(1-(5-cyclopropyl-3-fluoropyridin-2-yl)ethyl)cyclobutanamine C1(CC1)C=1C=C(C(=NC1)C(C)NC1CCC1)F